FC1=CC(=C(C=C1)N1C(C(=CC=C1C)C(=O)NC1=CC=C(C=C1)C(C)(C)O)=O)OCC(F)(F)F 1-[4-fluoro-2-(2,2,2-trifluoroethoxy)phenyl]-N-[4-(2-hydroxypropan-2-yl)phenyl]-6-methyl-2-oxo-1,2-dihydropyridine-3-carboxamide